The molecule is a dipeptide composed of L-proline and L-hydroxyproline residues. It is a biomarker for bone collagen degradation. It has a role as a diagnostic agent, a human metabolite and a biomarker. It derives from a L-proline and a trans-4-hydroxy-L-proline. It is a tautomer of a Pro-Hyp zwitterion. C1C[C@H](NC1)C(=O)N2C[C@@H](C[C@H]2C(=O)O)O